CC(CCCC)C(C(=O)[O-])(C)C.[K+].C1(=CC=CC=C1)C(=[N+]=[N-])C1=CC=CC=C1 Diphenyl-diazomethane potassium 2-(hex-2-yl)-2-methylpropionate